FC1CC(C1)CC(=O)NC=1C=C(SC1)C1=CN=CC(=N1)C1=CC(=C(C(=O)N(C2CCN(CC2)C)C)C=C1)OC 4-(6-(4-(2-(3-fluorocyclobutyl)acetamido)thiophen-2-yl)pyrazin-2-yl)-2-methoxy-N-methyl-N-(1-methylpiperidin-4-yl)benzamide